FC(C(C(C(=O)NC1=CC=CC=C1)(C(C(C1=CC=CC=C1)=O)C1=CC=CC=C1)F)=O)(C)C difluoro(4-methyl-3-oxo-2-(2-oxo-1,2-diphenylethyl)-N-phenylpentanamide)